methyl (5-(3,4-dichlorophenoxy)furan-2-carbonyl)glycinate ClC=1C=C(OC2=CC=C(O2)C(=O)NCC(=O)OC)C=CC1Cl